ClC1=CC=C(C=N1)CC1=C2C(=C(NC2=C(C=C1F)C#N)C)C 4-((6-Chloropyridin-3-yl)methyl)-5-fluoro-2,3-dimethyl-1H-indole-7-carbonitrile